1-(3-fluorophenyl)-1H-imidazol-4-amine hydrochloride Cl.FC=1C=C(C=CC1)N1C=NC(=C1)N